6-bromo-2-{3-[(2R)-1,1,2-trifluoro-1-(4-methyl-4H-1,2,4-triazol-3-yl)propan-2-yl]phenyl}-4-(trifluoromethyl)-2,3-dihydro-1H-isoindol-1-one BrC1=CC(=C2CN(C(C2=C1)=O)C1=CC(=CC=C1)[C@@](C(C1=NN=CN1C)(F)F)(C)F)C(F)(F)F